4-[Methyl(2-phenylethyl)amino]phenoxylpyridino[3,4-d]pyrimidin-4-ol CN(C1=CC=C(OC=2N=C(C3=C(N2)C=NC=C3)O)C=C1)CCC1=CC=CC=C1